C1(CCCC1)N1N=C(C2=CC(=CC=C12)NC(C=C)=O)\C=C\C1CCC(CC1)(F)F (E)-N-(1-Cyclopentyl-3-(2-(4,4-difluorocyclohexyl)vinyl)-1H-indazol-5-yl)acrylamide